6-chloro-5'-(5-chloro-2-methylphenyl)-2'-(2,4-dimethoxypyrimidin-5-yl)-1'-isopropyl-1'H-spiro[indoline-3,6'-pyrrolo[3,4-b]pyrrole]-2,4'(5'H)-dione ClC1=CC=C2C(=C1)NC(C21N(C(C2=C1N(C(=C2)C=2C(=NC(=NC2)OC)OC)C(C)C)=O)C2=C(C=CC(=C2)Cl)C)=O